(7R,8R)-8-Hydroxy-7-((S)-5H-imidazo[5,1-a]isoindol-5-yl)-5,6,7,8-tetrahydrochinolin-3-carbonitril O[C@@H]1[C@H](CCC=2C=C(C=NC12)C#N)[C@@H]1N2C(C3=CC=CC=C13)=CN=C2